O1C2=C(OCC1)C=C(C=C2)C=2C(=C(C=CC2)C2=CC=1N(C=C2)C(=CN1)C1=CC=C(CN2[C@H](CC2)C(=O)O)C=C1)C (R)-1-(4-(7-(3-(2,3-dihydrobenzo[b][1,4]dioxin-6-yl)-2-methylphenyl)imidazo[1,2-a]pyridin-3-yl)benzyl)azetidine-2-carboxylic acid